NC=1C2=C(N=CN1)N(C(=C2C2=CC(=C(C=C2)C(C2=C(C=CC=C2)C)O)OC)C2=CC=C(C=C2)NC(C=C)=O)C N-(4-(4-amino-5-(4-(hydroxy(o-tolyl)methyl)-3-methoxyphenyl)-7-methyl-7H-pyrrolo[2,3-d]pyrimidin-6-yl)phenyl)acrylamide